ClC=1C=C(C=CC1Cl)[C@H]1CCC(C2=CC=CC=C12)=O (4R)-4-(3,4-dichlorophenyl)-3,4-dihydronaphthalene-1(2H)-one